CC(C)(C1=CC=C(C=C1)OC2=CC=C(C=C2)N)C3=CC=C(C=C3)OC4=CC=C(C=C4)N 2,2'-bis(4-aminophenoxyphenyl)propane